C(C(C)(C)C)NC=1N=CC2=C(N1)NC=C2C=2C=C1N=CC=NC1=CC2 N-neopentyl-5-(quinoxalin-6-yl)-7H-pyrrolo[2,3-d]pyrimidin-2-amine